tri-isopropyl-1,1'-biphenyl C(C)(C)C1=C(C(=C(C=C1)C1=CC=CC=C1)C(C)C)C(C)C